FC(C(C(=O)F)OCC(OCCCCC)C(F)(F)F)(F)F 2,5-bis(trifluoromethyl)-3,6-dioxaundecanoyl fluoride